2-((2R,5S)-5-methyl-2-(2-((R)-1-methylpyrrolidin-3-yl)-2H-indazol-6-yl)piperidin-1-yl)-2-oxo-N-(1-((2-(trimethylsilyl)ethoxy)methyl)-1H-pyrazolo[4,3-c]pyridin-7-yl)acetamide C[C@H]1CC[C@@H](N(C1)C(C(=O)NC=1C2=C(C=NC1)C=NN2COCC[Si](C)(C)C)=O)C=2C=CC1=CN(N=C1C2)[C@H]2CN(CC2)C